[(1R,2S,4R)-4-{[5-({5-chloro-4-[(1S)-1-hydroxy-2-methylprop-2-en-1-yl]-2-thienyl}carbonyl)pyrimidin-4-yl]amino}-2-hydroxycyclopentyl]methyl sulfamate S(N)(OC[C@@H]1[C@H](C[C@@H](C1)NC1=NC=NC=C1C(=O)C=1SC(=C(C1)[C@H](C(=C)C)O)Cl)O)(=O)=O